1-[2-(4-fluoro-3,5-dimethyl-phenyl)-4,5,6,7-tetrahydropyrazolo[1,5-a]pyrazin-3-yl]-3-(1-methylindazol-5-yl)imidazol-2-one FC1=C(C=C(C=C1C)C1=NN2C(CNCC2)=C1N1C(N(C=C1)C=1C=C2C=NN(C2=CC1)C)=O)C